N1C(C(=CC=C1)[2H])=O pyridin-2(1H)-one-3-d